(3R)-1-({1-Methyl-2-[1-(1-methylethyl)-1H-indol-2-yl]-1H-benzimidazol-5-yl}carbonyl)-3-piperidinamine CN1C(=NC2=C1C=CC(=C2)C(=O)N2C[C@@H](CCC2)N)C=2N(C1=CC=CC=C1C2)C(C)C